C1(CC1)/C=C/B1OC(C(O1)(C)C)(C)C (E)-2-(2-cyclopropylvinyl)-4,4,5,5-tetramethyl-1,3,2-dioxaborolane